3-[3-(azetidin-1-yl)-1-(2,2,2-trifluoroethyl)pyrazolo[4,3-c]pyridin-6-yl]-1-(3,4,5,6-tetrahydro-2H-pyran-2-yl)pyrazol-4-amine N1(CCC1)C1=NN(C2=C1C=NC(=C2)C2=NN(C=C2N)C2OCCCC2)CC(F)(F)F